ClC[N+]12CC[N+](CC1)(CC2)F 1-chloromethyl-4-fluoro-1,4-diazoniabicyclo[2.2.2]octane